1-methyl-6-(2-methylimidazo[1,2-a]pyridin-6-yl)-2-(1-methylpiperidin-4-yl)quinazolin-4(1H)-one CN1C(=NC(C2=CC(=CC=C12)C=1C=CC=2N(C1)C=C(N2)C)=O)C2CCN(CC2)C